N-(2-((5-bromo-2-((4-(4-(dimethoxymethyl)piperidin-1-yl)-2-(methoxy-d3)-5-(1H-pyrazol-4-yl)phenyl)amino)pyrimidin-4-yl)amino)-5-hydroxyphenyl)-N-methylmethanesulfonamide BrC=1C(=NC(=NC1)NC1=C(C=C(C(=C1)C=1C=NNC1)N1CCC(CC1)C(OC)OC)OC([2H])([2H])[2H])NC1=C(C=C(C=C1)O)N(S(=O)(=O)C)C